CCCCCC(=O)O The molecule is a C6, straight-chain saturated fatty acid. It has a role as a human metabolite and a plant metabolite. It is a straight-chain saturated fatty acid and a medium-chain fatty acid. It is a conjugate acid of a hexanoate.